7-methoxythiochroman-4-one COC1=CC=C2C(CCSC2=C1)=O